C(C)(C)(C)OC(=O)N1CC(C(CC1)O)(F)F 3,3-difluoro-4-hydroxypiperidine-1-carboxylic acid tert-butyl ester